(S)-6-((5-Oxopyrrolidin-2-yl)methoxy)-4-((triisopropylsilyl)ethynyl)pyrido[3,4-g]isoquinolin-1(2H)-one O=C1CC[C@H](N1)COC1=NC=CC=2C=C3C(=CC12)C(=CNC3=O)C#C[Si](C(C)C)(C(C)C)C(C)C